3-(4-((1R,5S)-3,8-diazabicyclo[3.2.1]oct-3-yl)-6-chloro-8-fluoro-2-(((2R,7aS)-2-fluorotetrahydro-1H-pyrrolizin-7a(5H)-yl)methoxy)quinazolin-7-yl)-5-(trifluoromethyl)aniline [C@H]12CN(C[C@H](CC1)N2)C2=NC(=NC1=C(C(=C(C=C21)Cl)C=2C=C(N)C=C(C2)C(F)(F)F)F)OC[C@]21CCCN1C[C@@H](C2)F